(9S)-9-ethyl-5-fluoro-9-hydroxy-4-(1-hydroxyethyl)-2,3,12,15-tetrahydro-1H,7H,13H-pyrano[3',4':6,7]indolizino[2,1-b]pyrido[3,2,1-ij]quinoline-7,10,13(9H)-trione C(C)[C@]1(C(OCC=2C(N3CC=4N5C6=C(C(=C(C=C6C(C4C3=CC21)=O)F)C(C)O)CCC5)=O)=O)O